glycerol tri(tetradecyl)oleate C(CCCCCCCCCCCCC)C(CCCCCCC\C=C/CCCCCCCC(=O)OCC(O)CO)(CCCCCCCCCCCCCC)CCCCCCCCCCCCCC